NC/C=C/CNC(OC(C)(C)C)=O (E)-tert-butyl (4-aminobut-2-en-1-yl)carbamate